C1=C(C=C(C(=C1Br)Br)Br)Cl 3,4,5-Tribromochlorobenzene